(S)-N-cyclopentyl-4-((2-hydroxy-1-phenylethyl)amino)-2-((1-isopropyl-1H-pyrazolo[4,3-c]pyridin-6-yl)amino)pyrimidine-5-carboxamide C1(CCCC1)NC(=O)C=1C(=NC(=NC1)NC1=CC2=C(C=N1)C=NN2C(C)C)N[C@H](CO)C2=CC=CC=C2